C(#N)C=1C=C(C(=C(N[C@@H](C)C2CC(C2)CNC(OC(C)(C)C)=O)C1)C(F)(F)F)F tert-butyl [(1R,3s)-3-{(1S)-1-[5-cyano-3-fluoro-2-(trifluoromethyl)anilino]ethyl}cyclobutyl]methylcarbamate